5-(trifluoro-methyl)picolinaldehyde FC(C=1C=CC(=NC1)C=O)(F)F